O([Si](C)(C)C(C)(C)C)[SiH](C=C)CN(CCC)[Si](C)(C)C (tert-butyldimethylsiloxy)-[(trimethylsilyl)-propylamino]methyl-(vinyl)silane